5-cyclopropylnicotinamide C1(CC1)C=1C=NC=C(C(=O)N)C1